NC=1C=C2CCC(NC2=CC1F)=O 6-Amino-7-fluoro-3,4-dihydro-quinolin-2(1H)-one